N1N=CC2=CC=C(C=C12)C1(NC(=NC=C1C)NC1=CC=C(C=C1)N1CCNCC1)N 4-(1H-indazol-6-yl)-5-methyl-N2-(4-(piperazin-1-yl)phenyl)-pyrimidine-2,4-diamine